3-((S)-2-hydroxy-3-((S)-8-(3-oxo-3,4-dihydro-2H-benzo[b][1,4]oxazin-6-ylsulfonyl)-1-oxa-8-azaspiro[4.5]decan-3-ylamino)propoxy)-N-methylbenzenesulfonamide O[C@H](COC=1C=C(C=CC1)S(=O)(=O)NC)CN[C@@H]1COC2(C1)CCN(CC2)S(=O)(=O)C2=CC1=C(OCC(N1)=O)C=C2